FC(C(=O)O)(F)F.CC=1C=C(C=NC1N1C([C@@H]2C[C@@H]2C1)=O)C(C)N1N=NC(=C1)C(=O)O 1-(1-(5-methyl-6-((1R,5S)-2-oxo-3-azabicyclo[3.1.0]hexan-3-yl)pyridin-3-yl)ethyl)-1H-1,2,3-triazole-4-carboxylic acid, 2,2,2-trifluoroacetate salt